(S)-3-((3-(4-amino-8-(difluoromethyl)pyrido[3,2-d]pyrimidin-6-yl)phenyl)ethynyl)-3-hydroxy-1-methylpyrrolidin-2-one NC=1C2=C(N=CN1)C(=CC(=N2)C=2C=C(C=CC2)C#C[C@@]2(C(N(CC2)C)=O)O)C(F)F